CC1=CC=C(C=C1)S(=O)(=O)OC[C@@H]1O[C@@H](CC1)COS(=O)(=O)C1=CC=C(C=C1)C ((2R,5S)-tetrahydrofuran-2,5-diyl)bis(methylene) bis(4-methylbenzene-sulfonate)